2-(1,1-dioxidotetrahydro-4H-thiopyran-4-ylidene)acetonitrile O=S1(CCC(CC1)=CC#N)=O